4-azido-8-methylcinnoline N(=[N+]=[N-])C1=CN=NC2=C(C=CC=C12)C